(2-bromoethyl)-carbamic acid tert-butyl ester C(C)(C)(C)OC(NCCBr)=O